C(C1=CC=C(C(=O)OC)C=C1)(=O)OC=1C=CC=2C=CC3=CC=CC=C3C2C1 phenanthren-3-yl methyl terephthalate